tert-Butoxycarbonyl-proline C(C)(C)(C)OC(=O)N1[C@@H](CCC1)C(=O)O